C(C1=CN=CC=C1)(=O)[O-].C(C1=CN=CC=C1)(=O)[O-].[Cr+2] chromium dinicotinate